N-cyclopropyl-3-(5-ethoxy-6-((1-hydroxy-2-methylpropan-2-yl)amino)pyridin-3-yl)-4-methylbenzamide C1(CC1)NC(C1=CC(=C(C=C1)C)C=1C=NC(=C(C1)OCC)NC(CO)(C)C)=O